CS(=O)(=O)NCCC(=O)NC1=CC=2N(C=C1)N=CC2C(=O)O 5-(3-(methylsulfonamido)propanamido)pyrazolo[1,5-a]pyridine-3-carboxylic acid